tert-Butyl 3-(4-(2-(((benzyloxy)carbonyl)amino)ethyl)-2-fluorophenyl)-3,8-diazabicyclo[3.2.1]octane-8-carboxylate C(C1=CC=CC=C1)OC(=O)NCCC1=CC(=C(C=C1)N1CC2CCC(C1)N2C(=O)OC(C)(C)C)F